aminoindanamide NC1(CCC2=CC=CC=C12)C(=O)N